3-[(4-bromo-2,3-difluoro-phenyl)methylene]azetidine hydrochloride Cl.BrC1=C(C(=C(C=C1)C=C1CNC1)F)F